C(C1=CC=CC=C1)OC1=C(C(=C(C(=O)OC2=C(C(=C(C(=O)OCC3=CC=CC=C3)C(=C2C)C)C)Br)C(=C1)C)C)C benzyl 4-((4-(benzyloxy)-2,3,6-trimethylbenzoyl) oxy)-3-bromo-2,5,6-trimethylbenzoate